Cl.CC(C[C@H](N)C(=O)N[C@@H](C[C@H]1C(NCC1)=O)C(=O)N)(C)C 4-methyl-L-leucyl-3-[(3S)-2-oxopyrrolidin-3-yl]-L-alaninamide, Hydrochloride Salt